CC(C=O)=CCCC=C(C)C 2,7-dimethyloct-2,6-dienal